tert-Butyl (2-(((6-chloro-2-(2-((5-chloro-6-(trifluoromethyl)pyridin-2-yl)amino)ethyl)-2,3,4,9-tetrahydro-1H-pyrido[3,4-b]indol-1-yl)methyl)amino)-2-oxoethyl)carbamate ClC=1C=C2C3=C(NC2=CC1)C(N(CC3)CCNC3=NC(=C(C=C3)Cl)C(F)(F)F)CNC(CNC(OC(C)(C)C)=O)=O